3-methoxy-5-bromo-2-pyrazinamine COC=1C(=NC=C(N1)Br)N